(cyclopentadienyl)dimethylethyl-platinum(IV) C1(C=CC=C1)[Pt](CC)(C)C